ClCCN1CC(C1)OCCOC=1C=C2C(N(C(C2=CC1)=O)C1C(NC(CC1)=O)=O)=O 5-[2-[1-(2-chloroethyl)azetidin-3-yl]oxyethoxy]-2-(2,6-dioxo-3-piperidyl)isoindoline-1,3-dione